N-[2-(4-chlorophenyl)ethyl]-6,7-dihydroxy-1,2,3,4-tetrahydroisoquinoline-2-carboxamide ClC1=CC=C(C=C1)CCNC(=O)N1CC2=CC(=C(C=C2CC1)O)O